FC=1C=C(C=CC1)S(=O)(=O)N1CC(C1)S(=O)(=O)N1C2=C(OCC1)C(=CN=C2)C2=CC=C(C#N)C=C2 4-(4-((1-((3-Fluorophenyl)sulfonyl)azetidin-3-yl)sulfonyl)-3,4-dihydro-2H-pyrido[4,3-b][1,4]oxazine-8-yl)benzonitrile